tert-butyl (2R,3aR,6aS)-3-amino-2-(((tert-butyldimethylsilyl)oxy)methyl)hexahydro-1H-furo[3,4-b]pyrrole-1-carboxylate NC1[C@@H]2[C@H](N([C@H]1CO[Si](C)(C)C(C)(C)C)C(=O)OC(C)(C)C)COC2